CC(C)C1=CC(=CC=C1)C(C)C 1,3-bis(1-methylethyl)-benzene